(3-cyano-1-methyl-1H-pyrrolo[2,3-b]pyridin-5-yl)-1-(1-carbonyl-1,2-dihydroisoquinolin-5-yl)-5-(trifluoromethyl)-1H-pyrazole-4-carboxamide C(#N)C1=CN(C2=NC=C(C=C21)C2=NN(C(=C2C(=O)N)C(F)(F)F)C2=C1C=CNC(C1=CC=C2)=C=O)C